C1(=CC=CC=C1)[C@@H](C(=O)N[C@@H](CCOC1CC(C1)CCC1=NC=2NCCCC2C=C1)C(=O)O)C N-((S)-2-phenylpropionyl)-O-((1R,3R)-3-(2-(5,6,7,8-tetrahydro-1,8-naphthyridin-2-yl)ethyl)cyclobutyl)-L-homoserine